Acetic acid, 2-ethylhexyl ester C(C)(=O)OCC(CCCC)CC